C1(CC1)CN(C(=O)C1=CC=2C(=CN=C(C2)C2=NC=CC(=C2)C2=NOC(=N2)C(F)(F)F)N1C)C N-(cyclopropylmethyl)-N,1-dimethyl-5-(4-(5-(trifluoromethyl)-1,2,4-oxadiazol-3-yl)pyridin-2-yl)-1H-pyrrolo[2,3-c]pyridine-2-carboxamide